N6-[(4-chlorothien-2-yl)methyl]adenosine ClC=1C=C(SC1)CNC=1C=2N=CN([C@H]3[C@H](O)[C@H](O)[C@@H](CO)O3)C2N=CN1